5-(1-(3,3-difluorocyclobutyl)-2-methyl-1H-imidazo[4,5-b]pyridin-6-yl)-N-(trans-4-methoxycyclohexyl)pyrrolo[2,1-f][1,2,4]triazin-2-amine FC1(CC(C1)N1C(=NC2=NC=C(C=C21)C=2C=CN1N=C(N=CC12)N[C@@H]1CC[C@H](CC1)OC)C)F